FC=1C=C2C(=CNC(C2=C(C1)F)=O)[C@H](C)N(C(=O)NC1=CC=C(C=C1)F)C (S)-1-(1-(6,8-difluoro-1-oxo-1,2-dihydroisoquinolin-4-yl)ethyl)-3-(4-fluorophenyl)-1-methylurea